[Si](C)(C)(C(C)(C)C)OCCCCCCC1=CC(=CC=C1S(=O)(=O)N)C 6-((tert-butyldimethylsilyloxy)hexyl)-4-methylbenzenesulfonamide